2-Pentylheptyl 3-ethyl-6-(2-((3-heptyldecanoyl)oxy)ethyl)-12-hexyl-10-oxo-9,11-dioxa-3,6-diazahexadecan-16-oate C(C)N(CC)CCN(CCOC(OC(CCCC(=O)OCC(CCCCC)CCCCC)CCCCCC)=O)CCOC(CC(CCCCCCC)CCCCCCC)=O